Racemic-4-Ethyl-2-(6-fluoro-4-hydroxy-1-isopropyl-4-methyl-3-(o-tolyl)-1,2,3,4-tetrahydroquinolin-7-yl)-5-(hydroxymethyl)-2,4-dihydro-3H-1,2,4-triazol-3-one C(C)N1C(N(N=C1CO)C1=C(C=C2C(C(CN(C2=C1)C(C)C)C1=C(C=CC=C1)C)(C)O)F)=O